(S)-6-(3-Chloro-6-(difluoromethyl)-2-fluorophenyl)-N-(1-((6-(2-(dimethylcarbamoyl)pyrrolidin-1-yl)pyridin-3-yl)methyl)-1H-pyrazol-4-yl)pyrazine-2-carboxamide ClC=1C(=C(C(=CC1)C(F)F)C1=CN=CC(=N1)C(=O)NC=1C=NN(C1)CC=1C=NC(=CC1)N1[C@@H](CCC1)C(N(C)C)=O)F